(S)-3,5-bis(t-butoxycarbonyl)-4,5,6,7-tetrahydro-3H-imidazo[4,5-c]pyridine-6-carboxylic acid C(C)(C)(C)OC(=O)N1C=NC2=C1CN([C@@H](C2)C(=O)O)C(=O)OC(C)(C)C